1,4-bis(spiro[fluorene-9,9'-xanthene]-2-yl)benzene C1=CC=CC=2OC3=CC=CC=C3C3(C12)C1=CC=CC=C1C=1C=CC(=CC13)C1=CC=C(C=C1)C1=CC3=C(C=C1)C1=CC=CC=C1C31C3=CC=CC=C3OC=3C=CC=CC13